3-HYDROXYPHENYLGLYOXAL OC=1C=C(C=CC1)C(=O)C=O